COC1=CC=C(C=C1)CN1CC2=C(C=C(C=C2C1=O)C(=O)O)C(F)(F)F 2-[(4-methoxyphenyl)methyl]-3-oxo-7-(trifluoromethyl)-1H-isoindole-5-carboxylic acid